C4'-trifluoromethylthiouridine FC([C@]1([C@H]([C@H]([C@@H](O1)N1C(=S)NC(=O)C=C1)O)O)CO)(F)F